C[C@H]1CN(C[C@H](N1)C)C1=C2C=NC(=NC2=C(C=C1)C(=O)NC1=CC2=CN(N=C2C(=C1)F)C)OC1C(CCC1)O 5-((3S,5R)-3,5-dimethylpiperazin-1-yl)-N-(7-fluoro-2-methyl-2H-indazol-5-yl)-2-((2-hydroxycyclopentyl)oxy)quinazoline-8-carboxamide